CN(C)\C=N/C(=O)C1CCC(CC1)NC([O-])=O N-[(1s,4s)-4-{[(1Z)-(dimethylamino)methylidene]carbamoyl}cyclohexyl]carbamate